3-(((R)-7-((2S,4R)-4-Amino-2-(2,5-difluorophenyl)piperidine-1-carbonyl)-7-azaspiro[4.5]decan-10-yl)methyl)-6-(o-tolyl)pyrimidin-4(3H)-one N[C@H]1C[C@H](N(CC1)C(=O)N1CC2(CCCC2)[C@@H](CC1)CN1C=NC(=CC1=O)C1=C(C=CC=C1)C)C1=C(C=CC(=C1)F)F